BrC=1C=NC(=NC1)COC1=CC=CC(=N1)C1=CC(=C(C=C1F)CC=1N(C2=C(N1)C=CC(=C2)C(=O)OC)C[C@H]2OCC2)F Methyl 2-[[4-[6-[(5-bromopyrimidin-2-yl)methoxy]-2-pyridyl]-2,5-difluoro-phenyl]methyl]-3-[[(2S)-oxetan-2-yl]methyl]benzimidazole-5-carboxylate